C(C)(=O)N(N(C(=O)C1=CC=2C3=C(C(=NC2C=C1)N)C=NN3C)CC3=NC1=C(N3C)C=CC(=C1)C(F)(F)F)C N'-acetyl-4-amino-N',1-dimethyl-N-((1-methyl-5-(trifluoromethyl)-1H-benzo[d]imidazol-2-yl)methyl)-1H-pyrazolo[4,3-c]quinoline-8-carbohydrazide